C(C=C)OCCOCCOCCOCCO tetraethyleneglycol monoallyl ether